ClC=1C=C2C3=C(C(NC2=CC1)=O)C(C1=CC=CC=C1O3)=O 2-chloro-6H-chromeno[3,2-c]quinoline-6,7(5H)-dione